C[C@@H]1C[C@@H]2[C@H](CN1C=O)CNC2 ((3aS,6R,7aR)-6-methyl-octahydro-5H-pyrrolo[3,4-c]pyridin-5-yl)methanone